3-(5-((5-((4'-fluoro-5,5-dimethyl-3,4,5,6-tetrahydro-[1,1'-biphenyl]-2-yl)methyl)-2,5-diazabicyclo[2.2.2]octan-2-yl)methyl)-1-oxoisoindolin-2-yl)piperidine-2,6-dione FC1=CC=C(C=C1)C1=C(CCC(C1)(C)C)CN1C2CN(C(C1)CC2)CC=2C=C1CN(C(C1=CC2)=O)C2C(NC(CC2)=O)=O